((3r,4r)-4-methoxypyrrolidin-3-yl)-carbamic acid tert-butyl ester C(C)(C)(C)OC(N[C@@H]1CNC[C@H]1OC)=O